4-(cyclohexylamino)-2-((4'-((4-cyclopropylpiperazin-1-yl)methyl)-[1,1'-biphenyl]-4-yl)amino)-7H-pyrrolo[2,3-d]pyrimidine-5-carbonitrile C1(CCCCC1)NC=1C2=C(N=C(N1)NC1=CC=C(C=C1)C1=CC=C(C=C1)CN1CCN(CC1)C1CC1)NC=C2C#N